CP(=O)(C)C1=C2C=CNC2=CC(=C1OC=1C=C(C=CC1)C=1SC=C(N1)C(C)(O)C=1C=C(C=CC1)CCC(=O)O)F 3-(3-(1-(2-(3-((4-(Dimethylphosphoryl)-6-fluoro-1H-indol-5-yl)oxy)phenyl)thiazol-4-yl)-1-hydroxyethyl)phenyl)propanoic acid